NC1=NC=NN2C1=C(C=C2C=2C=C(C(=NC2)OC)C(=O)N[C@@H]2CN(C[C@@H]2F)C(=O)OC(C(F)(F)F)C)C(F)(F)F 1,1,1-trifluoropropan-2-yl (3R,4S)-3-{5-[4-amino-5-(trifluoromethyl) pyrrolo[2,1-f][1,2,4]triazin-7-yl]-2-methoxypyridine-3-amido}-4-fluoropyrrolidine-1-carboxylate